(R)-N,N-dimethyl-1-((4-morpholino-2-(3-(m-tolyl)-1H-pyrazol-1-yl)thieno[3,2-d]pyrimidin-6-yl)methyl)pyrrolidin-3-amine CN([C@H]1CN(CC1)CC1=CC=2N=C(N=C(C2S1)N1CCOCC1)N1N=C(C=C1)C=1C=C(C=CC1)C)C